C(C)OC(=O)C1(CSCC1CC(=O)OCC)N1C2=NC=NC(=C2N=C1)N1CCCCC1 (Rac)-ethyl-4-(2-ethoxy-2-oxoethyl)-3-(6-(piperidin-1-yl)-9H-purin-9-yl)tetrahydrothiophene-3-carboxylate